ClC1=CC=C(S1)CNC1=CC(=NN1)C1CCN(CC1)CC1CC1 N-[(5-Chlorothiophen-2-yl)methyl]-3-[1-(cyclopropylmethyl)piperidin-4-yl]-1H-pyrazol-5-amin